tert-butyl (2-fluoro-4-iodophenyl)carbamate FC1=C(C=CC(=C1)I)NC(OC(C)(C)C)=O